ClC1=C(C=C(C=C1)C1=CN(C2=NC(=CC=C21)C(=O)N2C(C(NCC2)=O)(C)C)CC2=CC=NC=C2)F 4-(3-(4-chloro-3-fluorophenyl)-1-(pyridin-4-ylmethyl)-1H-pyrrolo[2,3-b]pyridine-6-carbonyl)-3,3-dimethylpiperazin-2-one